FC1=C(C(=C(C=C1OC)OC)F)C=1C(N(C2=CC(=NC=C2C1)C=1C=CC(=NC1)C(C#N)(C)C)C1COCC1)=O 2-(5-(3-(2,6-difluoro-3,5-dimethoxyphenyl)-2-oxo-1-(tetrahydrofuran-3-yl)-1,2-dihydro-1,6-naphthyridin-7-yl)pyridin-2-yl)-2-methylpropanenitrile